4-(dimethylamino)-5-methoxy-6-((5-methyl-1H-pyrazol-3-yl)amino)pyrimidin CN(C1=NC=NC(=C1OC)NC1=NNC(=C1)C)C